CS\C(\NC(CCCCCCC=C)=O)=N/C(OCC1=CC=CC=C1)=O (Z)-Benzyl methylthio(non-8-enamido)methylenecarbamate